C(CCC)[C@@H]1N(S(C2=C(N(C1)C1=CC=CC=C1)C=C(C(=C2)OCC(C(=O)O)(C)C)SCC)(=O)=O)C (S)-3-((3-Butyl-7-(ethylthio)-2-methyl-1,1-dioxido-5-phenyl-2,3,4,5-tetrahydro-1,2,5-benzothiadi-azepin-8-yl)oxy)-2,2-dimethyl-propanoic acid